(S)-1-(tert-butoxycarbonyl)-2,2-dimethylpiperidine-4-carboxylic acid C(C)(C)(C)OC(=O)N1C(C[C@H](CC1)C(=O)O)(C)C